N-(1''-(3-(benzylthio)-4-methoxybenzoyl)dispiro[cyclopropane-1,1'-cyclohexane-4',3''-indolin]-5''-yl)methanesulfonamide C(C1=CC=CC=C1)SC=1C=C(C(=O)N2CC3(C4=CC(=CC=C24)NS(=O)(=O)C)CCC2(CC3)CC2)C=CC1OC